C(C)(=O)C1=CC=C(C=C1)NC(=O)NC=1C=C2C(N(C=NC2=CC1)CCOC)=O 1-(4-acetylphenyl)-3-(3-(2-methoxyethyl)-4-oxo-3,4-dihydroquinazolin-6-yl)urea